[N+](=O)([O-])C=1C=NN(C1)C1=C(C#N)C=CC=C1 2-(4-nitro-1H-pyrazol-1-yl)benzonitrile